1-(1-methylpiperidin-3-yl)-1H-indol-5-amine CN1CC(CCC1)N1C=CC2=CC(=CC=C12)N